2-[(Diphenylmethyl)thio]acetic acid C1(=CC=CC=C1)C(SCC(=O)O)C1=CC=CC=C1